Cl.Cl.N[C@@H]1C[C@H](C1)CN(C(O)=O)C trans-3-aminocyclobutyl-dimethylcarbamate dihydrochloride